tert-butyl 8-(6-hydroxy-4-oxo-quinazolin-3-yl)-2-azaspiro[4.5]decane-2-carboxylate OC=1C=C2C(N(C=NC2=CC1)C1CCC2(CCN(C2)C(=O)OC(C)(C)C)CC1)=O